cyclopropyl-quinoline C1(CC1)C1=NC2=CC=CC=C2C=C1